ClC1=CC=C(C=C1)C(C(CC=1C(=C(C(=O)N)C=CC1)F)F)O (3-(4-chlorophenyl)-2-fluoro-3-hydroxypropyl)-2-fluorobenzamide